(2S)-10-((2-(8-azabicyclo[3.2.1]octan-8-yl)-5-chloropyrimidin-4-yl)amino)-2,7-dimethyl-2,3-dihydro-[1,4]oxazepino[6,5-c]quinoline-5,6(1H,7H)-dione C12CCCC(CC1)N2C2=NC=C(C(=N2)NC2=CC=1C3=C(C(N(C1C=C2)C)=O)C(OC[C@@H](N3)C)=O)Cl